pentaerythritol tetrakis-[β-(3,5-di-tert-butyl-4-hydroxyphenyl)propionate] C(C)(C)(C)C=1C=C(C=C(C1O)C(C)(C)C)CCC(=O)OCC(COC(CCC1=CC(=C(C(=C1)C(C)(C)C)O)C(C)(C)C)=O)(COC(CCC1=CC(=C(C(=C1)C(C)(C)C)O)C(C)(C)C)=O)COC(CCC1=CC(=C(C(=C1)C(C)(C)C)O)C(C)(C)C)=O